(S)-2-((((9H-fluoren-9-yl)methoxy)carbonyl)amino)-3-(2-cyanoquinolin-6-yl)propanoic acid C1=CC=CC=2C3=CC=CC=C3C(C12)COC(=O)N[C@H](C(=O)O)CC=1C=C2C=CC(=NC2=CC1)C#N